1-(3,4-dimethylphenyl)-4-(4-(5-(m-tolyl)-1,2,4-oxadiazol-3-yl)piperidin-1-carbonyl)pyrrolidin-2-one tert-butyl-(3,3-difluoro-1-formylcyclobutyl)carbamate C(C)(C)(C)N(C(O)=O)C1(CC(C1)(F)F)C=O.CC=1C=C(C=CC1C)N1C(CC(C1)C(=O)N1CCC(CC1)C1=NOC(=N1)C=1C=C(C=CC1)C)=O